tert-Butyl (S)-4-(7-(5-cyano-4-methylthiazol-2-yl)-5-(2-fluorophenyl)-7H-pyrrolo[2,3-d]pyrimidin-4-yl)-3-methylpiperazine-1-carboxylate C(#N)C1=C(N=C(S1)N1C=C(C2=C1N=CN=C2N2[C@H](CN(CC2)C(=O)OC(C)(C)C)C)C2=C(C=CC=C2)F)C